ClC1=NC(=CC(=C1)C1=C(C=C(C=C1)F)C1=NN=CN1C)Cl 2,6-dichloro-4-(4-fluoro-2-(4-methyl-4H-1,2,4-triazol-3-yl)phenyl)pyridine